(1s,4s)-2'-bromo-6'-chloro-4-(3-chloroanilino)spiro[cyclohexane-1,1'-indene]-4-carboxylic acid BrC=1C2(C3=CC(=CC=C3C1)Cl)CCC(CC2)(C(=O)O)NC2=CC(=CC=C2)Cl